tert-butyl 6-(4-amino-3-fluorophenyl)-2,6-diazaspiro[3.3]heptane-2-carboxylate NC1=C(C=C(C=C1)N1CC2(CN(C2)C(=O)OC(C)(C)C)C1)F